methyl rac-(2S,3R,4R,5S)-3-(3,4-difluoro-2-hydroxy-phenyl)-4,5-dimethyl-5-(trifluoromethyl)tetrahydrofuran-2-carboxylate FC=1C(=C(C=CC1F)[C@@H]1[C@H](O[C@@]([C@@H]1C)(C(F)(F)F)C)C(=O)OC)O |r|